(S)-4-(difluoromethyl)-N-(4-(3,4-dimethylpiperazin-1-yl)-3',6-difluoro-4'-morpholino-[1,1'-biphenyl]-3-yl)-6-oxo-1,6-dihydropyridine-3-carboxamide FC(C=1C(=CNC(C1)=O)C(=O)NC=1C=C(C(=CC1N1C[C@@H](N(CC1)C)C)F)C1=CC(=C(C=C1)N1CCOCC1)F)F